1-(6,7-dihydro-5H-benzo[6,7]cyclohepta[1,2-c]pyridazin-3-yl)-N3-(4-((4-methylpiperazin-1-yl)methyl)phenyl)-1H-1,2,4-triazole-3,5-diamine N1=NC(=CC2=C1C1=C(CCC2)C=CC=C1)N1N=C(N=C1N)NC1=CC=C(C=C1)CN1CCN(CC1)C